ClC=1C=C(C(=NC1)OC)S(=O)(=O)NC1=C(C(=C(C=C1)F)C=1C=CC=2N(C1)C=NC2C#N)F 5-chloro-N-(3-[1-cyanoimidazo[1,5-a]pyridin-6-yl]-2,4-difluorophenyl)-2-methoxypyridine-3-sulfonamide